5,5-Dimethyl-1,3,2-dioxaborinan-2-yl-3-(2-methoxyethyl)-1,3-benzothiazol-2(3H)-one CC1(COB(OC1)C1=CC=CC2=C1N(C(S2)=O)CCOC)C